(S)-3-amino-4-(5-(4-((5-chloro-3-fluoropyridin-2-yl)oxy)-2,5-difluorophenyl)-2H-tetrazol-2-yl)butanoic acid hydrochloride Cl.N[C@@H](CC(=O)O)CN1N=C(N=N1)C1=C(C=C(C(=C1)F)OC1=NC=C(C=C1F)Cl)F